O1C=C(C=C1)COC=1C=C(C=C(C1)OC)NC1=CC=NC2=CC(=C(C=C12)C(=O)N)OC 4-((3-(Furan-3-ylmethoxy)-5-methoxyphenyl)amino)-7-methoxyquinoline-6-carboxamide